6-methyl-isoindolin-1-one CC1=CC=C2CNC(C2=C1)=O